3-((7-(3-(3,3-difluoroazetidine-1-carbonyl)-4-methylpyridin-2-yl)thieno[3,2-b]pyridin-2-yl)methyl)-6,6-dimethyl-3-azabicyclo[3.1.0]hexane-2,4-dione FC1(CN(C1)C(=O)C=1C(=NC=CC1C)C1=C2C(=NC=C1)C=C(S2)CN2C(C1C(C1C2=O)(C)C)=O)F